(3S,4S)-8-(8-iodo-[1,2,4]triazolo[4,3-c]pyrimidin-5-yl)-3-methyl-2-oxo-8-azaspiro[4.5]decan-4-amine IC=1C=2N(C(=NC1)N1CCC3([C@H]([C@@H](C(C3)=O)C)N)CC1)C=NN2